5'-chloro-7'-oxo-N,N-bis(propan-2-yl)-7',8'-dihydro-6'H-spiro[cyclohexane-1,9'-furo[2,3-f]quinazoline]-2'-carboxamide ClC=1C=C2C(=C3C4(NC(NC13)=O)CCCCC4)OC(=C2)C(=O)N(C(C)C)C(C)C